(Z)-3-((3-butyl-7-(dimethylamino)-3-ethyl-1,1-dioxido-5-phenyl-2,3,4,5-tetrahydro-1,2,5-benzothiadiazepin-8-yl) oxy)-2-fluoroacrylate C(CCC)C1(NS(C2=C(N(C1)C1=CC=CC=C1)C=C(C(=C2)O\C=C(\C(=O)[O-])/F)N(C)C)(=O)=O)CC